ClC=1C=C(NC2(CCC3(C(CC4=CC=CC=C34)C[C@H](COC3=CC=NC=4[C@H](CC[C@@H](C34)C)C)C)CC2)C(=O)O)C=CC1 4-(3-Chloroanilino)-2'-[(2R)-3-{[(5S,8S)-5,8-dimethyl-5,6,7,8-tetrahydroquinolin-4-yl]oxy}-2-methylpropyl]-2',3'-dihydrospiro[cyclohexane-1,1'-indene]-4-carboxylic acid